3-(2-methoxyphenyl)-3-methylbutan-1-ol COC1=C(C=CC=C1)C(CCO)(C)C